C[C@H]1C[C@H]2[C@@H]3CC[C@H](C(C)=O)[C@]3(C[C@@H]([C@@H]2[C@]2(CCC(C=C12)=O)C)O)C 6a-methyl-11b-hydroxypregn-4-ene-3,20-dione